hexafluoroisopropyl (2,2-difluoroethyl) carbonate C(OC(C(F)(F)F)C(F)(F)F)(OCC(F)F)=O